C(C1=CC=CC=C1)N1CC(C(=CC1)N1CC2(C1)CCN(CC2)C(=O)OC(C)(C)C)(F)F Tert-butyl 2-(1-benzyl-3,3-difluoro-1,2,3,6-tetrahydropyridin-4-yl)-2,7-diazaspiro[3.5]nonane-7-carboxylate